C1=CC=CC=2C3=CC=CC=C3N(C12)C=1C=CC=2NC3=CC=CC=C3OC2C1 3-(9H-carbazol-9-yl)-10H-phenoxazine